N-(3,7,12-trihydroxy-24-carbonyl-cholan-24-yl)-glycine OC1CC2CC([C@H]3[C@@H]4CC[C@H]([C@@H](CCC(=C=O)NCC(=O)O)C)[C@]4(C(C[C@@H]3[C@]2(CC1)C)O)C)O